5-{1-fluoro-3-hydroxy-7-[(3S)-pyrrolidin-3-yl]naphthalen-2-yl}-1λ6,2,5-thiadiazolidine-1,1,3-trione FC1=C(C(=CC2=CC=C(C=C12)[C@H]1CNCC1)O)N1CC(NS1(=O)=O)=O